O1COC=C1C(=O)O dioxole-5-carboxylic acid